ClC=1C=CC=C2C(C=C(OC12)C1=C(OCCCN2C[C@H](CC2)C(=O)O)C=C(C=C1)OCC)=O (3S)-1-[3-[2-(8-chloro-4-oxo-chromen-2-yl)-5-ethoxy-phenoxy]propyl]pyrrolidine-3-carboxylic acid